C1(=NC=CC2=CC=CC=C12)C1=NC=CC2=C1NC=1C2=NC(=CC1)OC 6-(isoquinolin-1-yl)-2-methoxy-5H-pyrrolo[3,2-b:5,4-c']dipyridine